1-(4-(1-Cyclopentyl-3-methyl-7-(4-((4-(methylsulfonyl)piperidin-1-yl)methyl)phenyl)-2-oxo-1,2,3,6-tetrahydroimidazo[4,5-d]pyrrolo[2,3-b]pyridin-8-yl)phenyl)cyclopropan-1-carbonitril C1(CCCC1)N1C(N(C=2C1=C1C(=NC2)NC(=C1C1=CC=C(C=C1)C1(CC1)C#N)C1=CC=C(C=C1)CN1CCC(CC1)S(=O)(=O)C)C)=O